(S)-4-(4-(tert-butoxycarbonyl)-2-methylpiperazin-1-yl)-7-(4-chloropyridin-2-yl)-7H-pyrrolo[2,3-d]pyrimidine-5-carboxylic acid tert-butyl ester C(C)(C)(C)OC(=O)C1=CN(C=2N=CN=C(C21)N2[C@H](CN(CC2)C(=O)OC(C)(C)C)C)C2=NC=CC(=C2)Cl